Cl.ClC1=CC=CC(=N1)NC(=O)[C@H]1N[C@@H]2C[C@@]2(C1)C (1R,3S,5R)-N-(6-chloropyridin-2-yl)-5-methyl-2-azabicyclo[3.1.0]Hexane-3-carboxamide hydrochloride